N1C(=NC=C1)\C=C\1/C(NC2=CC=C(C=C12)C1=C(C2=C(OC3(C(N2)=O)CC3)N=C1)C)=O (Z)-7'-(3-((1H-imidazol-2-yl)methylene)-2-oxoindolin-5-yl)-8'-methylspiro[cyclopropane-1,3'-pyrido[2,3-b][1,4]oxazin]-2'(1'H)-one